ClC1=NC=2N(C(=C1)N(C(OC(C)(C)C)=O)CC1=CC(=CC=C1)C=1N(C=CN1)C)N=C(C2C2=CC(=C(C=C2)OC)S(=O)(=O)CCO)C tert-butyl (5-chloro-3-(3-((2-hydroxyethyl)sulfonyl)-4-methoxyphenyl)-2-methylpyrazolo[1,5-a]pyrimidin-7-yl)(3-(1-methyl-1H-imidazol-2-yl)benzyl)carbamate